Cl.NC1(CCOCC1)C(=O)OCC1=CC(=NC(=C1)Cl)Cl (2,6-Dichloropyridin-4-yl)methyl 4-aminotetrahydro-2H-pyran-4-carboxylate hydrochloride